NC1=C(C(=CC(=N1)C=1C(=C2[C@@H](N(C(C2=CC1)=O)C1C(NC(CC1)=O)=O)C)F)C)F 3-((S)-5-(6-Amino-5-fluoro-4-methylpyridin-2-yl)-4-fluoro-3-methyl-1-oxoisoindolin-2-yl)piperidine-2,6-dione